N1CCC(CC1)C1OC2=C(O1)C=CC=C2 2-(piperidin-4-yl)benzo[d][1,3]dioxol